tert-butyl (7-(2-(3-methyl-4-((5-methylthiazol-2-yl)carbamoyl)phenoxy)acetamido)heptyl)carbamate CC=1C=C(OCC(=O)NCCCCCCCNC(OC(C)(C)C)=O)C=CC1C(NC=1SC(=CN1)C)=O